N-(2-amino-6-bromopyridin-3-yl)carbamic acid tert-butyl ester C(C)(C)(C)OC(NC=1C(=NC(=CC1)Br)N)=O